COC1=C(C=C(C=C1)F)CC (2-methoxy-5-fluorophenyl)ethane